[Si](C1=CC=CC=C1)(C1=CC=CC=C1)(C(C)(C)C)OC1CCN(CC1)\C=N\S(=O)(=O)C1=CC=C(C=C1)C (E)-N-((4-((tert-butyldiphenylsilyl)oxy)piperidin-1-yl)methylene)-4-methylbenzenesulfonamide